C(C)(C)(C)OC(=O)N[C@H](C[B-](F)(F)F)CC1CC1.[K+] potassium (R)-(2-((tert-butoxycarbonyl)amino)-3-cyclopropylpropyl)trifluoroborate